N[C@H](C)C=1C=C(C=C2C(N(C(=NC12)C1CCOCC1)C)=O)C 8-[(1R)-1-aminoethyl]-3,6-dimethyl-2-tetrahydropyran-4-yl-quinazolin-4-one